N=1N=CN2C1C=CC(=C2)NC(=O)C2CC1(C2)CC(C1)NC(=O)NCC1=CC=C(C=C1)OC N-([1,2,4]triazolo[4,3-a]pyridin-6-yl)-6-(3-(4-methoxybenzyl)ureido)spiro[3.3]heptane-2-carboxamide